NC1(COC1)CNC1=NC(=NC2=CC=C(C=C12)C(F)F)N1CCS(C2=C(C1)C=CC=C2)=NC2CCC2 4-(4-(((3-aminooxetane-3-yl)methyl)amino)-6-(difluoromethyl)quinazolin-2-yl)-1-(cyclobutylimino)-2,3,4,5-tetrahydro-benzo[f][1,4]thiazepine